2-(1-(4-(trifluoromethyl)phenyl)isoquinolin-3-yl)propan-2-amine FC(C1=CC=C(C=C1)C1=NC(=CC2=CC=CC=C12)C(C)(C)N)(F)F